C(C)N1NC(C2=CC=C(C=C12)NC1=NC=C(C(=C1)N[C@H](CO)C1=CC=CC=C1)C1=NC(=NO1)C(C)(C)O)=O (S)-1-ethyl-6-((4-((2-hydroxy-1-phenylethyl)amino)-5-(3-(2-hydroxypropan-2-yl)-1,2,4-oxadiazol-5-yl)pyridin-2-yl)amino)-1,2-dihydro-3H-indazol-3-one